diaminodiethyldimethyl-diphenyl-methane NC=1C(=C(C(=C(C1)C(C1=CC=CC=C1)(C)C)CC)CC)N